CN(C(OC(C)(C)C)=O)C[C@@H]1CCOC2=C(C=CC=C12)C=1SC=CN1 tert-butyl (R)-methyl((8-(thiazol-2-yl)chroman-4-yl)methyl)carbamate